(2R,4R,4aR,9bS)-2,4-dimethyl-4,4a,5,9b-tetrahydroindeno[1,2-d][1,3]dioxine C[C@@H]1O[C@@H]([C@@H]2[C@H](O1)C1=CC=CC=C1C2)C